methyl-2-(3-bromo-5-chloropyridin-2-yl)-2-methylpropanoic acid CCC(C(=O)O)(C)C1=NC=C(C=C1Br)Cl